COC(=O)C=1C=2C=NN(C2C(=CC1)Cl)C 7-Chloro-1-methyl-1H-indazole-4-carboxylic acid methyl ester